3-((3,3-difluorohexyl)oxy)-4-(1-(methyl-d3)-1,2,5,6-tetrahydro-pyridin-3-yl)-1,2,5-thiadiazole FC(CCOC1=NSN=C1C=1CN(CCC1)C([2H])([2H])[2H])(CCC)F